5-(2,3-dichloro-4-(1,1,1,3,3,3-hexafluoro-2-hydroxypropan-2-yl)phenyl)-N,N-bisEthyl-2-(4-(2-hydroxy-2-methylpropyl)-4H-1,2,4-triazol-3-yl)thiazole-4-carboxamide ClC1=C(C=CC(=C1Cl)C(C(F)(F)F)(C(F)(F)F)O)C1=C(N=C(S1)C1=NN=CN1CC(C)(C)O)C(=O)N(CC)CC